2-amino-2-(3-trifluoromethyl-phenyl)-ethanol NC(CO)C1=CC(=CC=C1)C(F)(F)F